(5-(3-Cyano-4-fluorophenoxy)-6-fluoro-1-(phenylsulfonyl)-1H-indol-4-yl)methyl acetate C(C)(=O)OCC1=C2C=CN(C2=CC(=C1OC1=CC(=C(C=C1)F)C#N)F)S(=O)(=O)C1=CC=CC=C1